OC1N(C=CC1)C hydroxyl-methyl-dihydro-pyrrole